C(C)(C)(C)N(C(=O)OCCNCC1=C(C=CC(=C1)OC(F)(F)F)F)CCCCCCCNS(=O)(=O)C1=CC=C(C=C1)Br 2-((2-Fluoro-5-(trifluoromethoxy)benzyl)amino)ethan-1-ol tert-butyl-(7-((4-bromophenyl)sulfonamido)heptyl)carbamate